2-(1-acryloyl-4-(7-(4-methylindolin-1-yl)-2-(2-morpholinoethoxy)-5,6,7,8-tetrahydroquinazolin-4-yl)piperazin-2-yl)acetonitrile C(C=C)(=O)N1C(CN(CC1)C1=NC(=NC=2CC(CCC12)N1CCC2=C(C=CC=C12)C)OCCN1CCOCC1)CC#N